(R)-4-(3-(3-Aminopiperidine-1-carbonyl)-1-(4-(4-(3-hydroxypropoxy)piperidin-1-yl)phenyl)-1H-pyrazol-5-yl)-2-fluorobenzonitrile 2,2,2-trifluoroacetate FC(C(=O)O)(F)F.N[C@H]1CN(CCC1)C(=O)C1=NN(C(=C1)C1=CC(=C(C#N)C=C1)F)C1=CC=C(C=C1)N1CCC(CC1)OCCCO